P,P-diphenylphosphinous amide C1(=CC=CC=C1)P(N)C1=CC=CC=C1